2-(3-fluoro-5-(2-((R)-3-fluoropyrrolidin-1-yl)ethyl)-2-oxopyridin-1(2H)-yl)-4-methylpentanoic acid FC=1C(N(C=C(C1)CCN1C[C@@H](CC1)F)C(C(=O)O)CC(C)C)=O